sulfur telluride S=[Te]